(S)-N1-(1-(3-(2-adamantylamino)-3-oxopropyl)-2-oxo-1,2-dihydropyridin-3-yl)-2-(5-methoxyoxazole-2-carboxamido)-N6-methyl-5-oxohexanediamide C12C(C3CC(CC(C1)C3)C2)NC(CCN2C(C(=CC=C2)NC([C@H](CCC(C(=O)NC)=O)NC(=O)C=2OC(=CN2)OC)=O)=O)=O